ruthenium cuprous oxide [Cu-]=O.[Ru+3].[Cu-]=O.[Cu-]=O